3-Indoxyl Sulfate C1=CC=C2C(=C1)C(=CN2)OS(=O)(=O)O